COC1=NN2C(S1)=NC(=C2)C2=NN1C(C(=CC(=C1)OC)OCCOC)=C2 2-methoxy-6-(6-methoxy-4-(2-methoxyethoxy)pyrazolo[1,5-a]pyridin-2-yl)imidazo[2,1-b][1,3,4]thiadiazole